C(CC1=CC=CC=C1)N(C1=CC=CC=C1)CCNC(C)=O N-[2-(N-phenethylanilino)ethyl]acetamide